N1=CC(=CC=C1)NC(=O)[C@@H]1CN(CC[C@H]1NC(=O)C1=NOC(=C1)C1=C(C=C(C=C1)F)F)C1CCCCC1 (3R,4R)-1-cyclohexyl-4-{[5-(2,4-difluoro-phenyl)-isoxazole-3-carbonyl]-amino}-piperidine-3-carboxylic acid pyridin-3-ylamide